Diethyl (5-((3-chlorophenyl)amino)-2-methylimidazo[1,2-c]quinazolin-8-yl)phosphonate ClC=1C=C(C=CC1)NC1=NC=2C=C(C=CC2C=2N1C=C(N2)C)P(OCC)(OCC)=O